C(C)(C)(C)OC(=O)NC1(CC1)C(=O)O 1-((tertbutoxycarbonyl)amino)-cyclopropanecarboxylic acid